Trimethyl-[2-[6-(trifluoromethyl)-2-pyridyl]ethynyl]silane C[Si](C#CC1=NC(=CC=C1)C(F)(F)F)(C)C